C(C)C1=CC(=NC=C1)NC(=O)C1=C(C=CC=C1)C=1N=CNC1C(=O)O 4-((4-ethylpyridin-2-yl)carbamoylphenyl)-1H-imidazole-5-carboxylic acid